BrC=1C=C(C(=O)O)C=C(C1)CC1=NNC(C2=CC=C(C=C12)OC1CCC1)=O 3-Bromo-5-((7-cyclobutoxy-4-oxo-3,4-dihydrophthalazin-1-yl)methyl)benzoic acid